di(1-(3-chloro-5-(trifluoromethyl)phenyl)-3-azabicyclo[3.1.0]hex-3-yl)((5R)-7,7-dimethyl-5-phenyl-4,5,6,7-tetrahydropyrazolo[1,5-a]pyrimidin-3-yl)methanone ClC=1C=C(C=C(C1)C(F)(F)F)C12CN(CC2C1)C1([C@H](NC=2N(C1(C)C)N=CC2C=O)C2=CC=CC=C2)N2CC1(CC1C2)C2=CC(=CC(=C2)C(F)(F)F)Cl